4-chloro-2-cyclopropyl-6-methylpyrimidine ClC1=NC(=NC(=C1)C)C1CC1